NC(C(CCC(=O)OC)N1CC2=CC(=CC=C2C1=O)O)=O methyl 5-azanyl-5-oxidanylidene-4-(6-oxidanyl-3-oxidanylidene-1H-isoindol-2-yl)pentanoate